(S)-2,4-difluoro-5-isopropylamino-N-(5-methyl-7-(oxetan-3-ylethynyl)-4-keto-2,3,4,5-tetrahydrobenzo[b][1,4]oxazepin-3-yl)benzamide FC1=C(C(=O)N[C@@H]2C(N(C3=C(OC2)C=CC(=C3)C#CC3COC3)C)=O)C=C(C(=C1)F)NC(C)C